(3R,4S)-3-(3-(2-(1-(4-chlorobenzoyl)-5-methoxy-2-methyl-1H-indol-3-yl)acetyl)-3H-Imidazo[1,2-a]pyrrolo[2,3-e]pyrazin-8-yl)-4-ethyl-N-(2,2,2-trifluoroethyl)pyrrolidine-1-carboxamide ClC1=CC=C(C(=O)N2C(=C(C3=CC(=CC=C23)OC)CC(=O)N2C=CC3=C2N=CC=2N3C(=CN2)[C@H]2CN(C[C@H]2CC)C(=O)NCC(F)(F)F)C)C=C1